benzyl hexahydropyrrolo[3,4-b][1,4]oxazine-6(2H)-carboxylate O1C2C(NCC1)CN(C2)C(=O)OCC2=CC=CC=C2